CC1(N(CCC1)CCC(=O)NC=1C=C(C(=NC1)C)NC(=O)C=1C=NN2C1SC(=C2)C=2C=NN(C2)CCOC)C N-(5-(3-(2,2-dimethylpyrrolidin-1-yl)propanamido)-2-methylpyridin-3-yl)-2-(1-(2-methoxyethyl)-1H-pyrazol-4-yl)pyrazolo[5,1-b]thiazole-7-carboxamide